ClC1=CC2=C(N=C(N=C2NC(C)S(=O)(=O)NC2=CC(=CC=C2)OC)N2CCN(CC2)C)C=N1 ((6-chloro-2-(4-methylpiperazin-1-yl)pyrido[3,4-d]pyrimidin-4-yl)amino)-N-(3-methoxyphenyl)ethane-1-sulphonamide